2,4-diaminoterephthalic acid NC1=C(C(=O)O)C=CC(C1)(C(=O)O)N